3-[4-methoxy-3-(morpholin-4-ylmethyl)phenyl]prop-2-en-1-one COC1=C(C=C(C=C1)C=CC=O)CN1CCOCC1